5-(benzyloxy)-4-methyl-6-(5-(piperazin-1-ylmethyl)isoindoline-2-carbonyl)-1,3-phenylene bis(4-methylbenzenesulfonate) CC1=CC=C(C=C1)S(=O)(=O)OC1=CC(=C(C(=C1C(=O)N1CC2=CC=C(C=C2C1)CN1CCNCC1)OCC1=CC=CC=C1)C)OS(=O)(=O)C1=CC=C(C=C1)C